C(C)(C)(C)C=1C=C(C=CC1)C(C(=O)N1CC2=C(CCC1)N=C(NC2=O)C2(CC2)C2=CC(=CC=C2)Cl)O 6-(2-(3-(tert-butyl)phenyl)-2-hydroxyacetyl)-2-(1-(3-chlorophenyl)cyclopropyl)-3,5,6,7,8,9-hexahydro-4H-pyrimido[5,4-c]azepin-4-one